N1C(=NC2=C1C=CC=C2)C2(C(N(C1=CC=CC=C21)C)=O)C2=C(C=CC(=C2)Cl)O 3-(1H-Benzo[d]imidazol-2-yl)-3-(5-chloro-2-hydroxyphenyl)-1-methylindolin-2-one